2-(3-(1,4-dimethyl-1H-1,2,3-triazol-5-yl)-5-(2-(2-methoxyethyl)-2,3-dihydrobenzofuran-3-yl)-5H-pyrido[3,2-b]indol-7-yl)propan-2-ol CN1N=NC(=C1C1=CC=2N(C=3C=C(C=CC3C2N=C1)C(C)(C)O)C1C(OC2=C1C=CC=C2)CCOC)C